NC1CC(N(C1)C1CC1)=O 4-Amino-1-cyclopropyl-pyrrolidin-2-on